ClC=1C=C(C=CC1OC1CCNCC1)C1=CN(C(C2=CN=CC=C12)=O)C 4-(3-chloro-4-(piperidin-4-yloxy)phenyl)-2-methyl-2,7-naphthyridin-1(2H)-one